(3R)-3-{[2-(5-fluoro-6-methylpyridin-3-yl)[1,2,4]triazolo[1,5-c]quinazolin-5-yl]amino}azepan-2-one methyl-(3-(3,7-dimethylocta-2,6-dien-1-yl)-2,4-dihydroxy-6-pentylbenzoyl)-D-prolinate C[C@]1(N(CCC1)C(C1=C(C(=C(C=C1CCCCC)O)CC=C(CCC=C(C)C)C)O)=O)C(=O)O.FC=1C=C(C=NC1C)C1=NN2C(=NC=3C=CC=CC3C2=N1)N[C@H]1C(NCCCC1)=O